(R)-N-(2-(4-ethylpiperazin-1-yl)-5-((6-(3-(3-fluoro-5-(trifluoromethyl)phenyl)isoxazolidin-2-yl)pyrimidin-4-yl)amino)-4-methoxyphenyl)acrylamide C(C)N1CCN(CC1)C1=C(C=C(C(=C1)OC)NC1=NC=NC(=C1)N1OCC[C@@H]1C1=CC(=CC(=C1)C(F)(F)F)F)NC(C=C)=O